tert-butyl (1S,5R)-3-(6,8-difluoro-2-(((2S,7aR)-2-fluorotetrahydro-1H-pyrrolizin-7a(5H)-yl)methoxy)quinazolin-4-yl)-1-methyl-3,8-diazabicyclo[3.2.1]octane-8-carboxylate FC=1C=C2C(=NC(=NC2=C(C1)F)OC[C@@]12CCCN2C[C@H](C1)F)N1C[C@@]2(CC[C@H](C1)N2C(=O)OC(C)(C)C)C